C(C)(C)(C)OC(=O)N1CC(N(CC1)C=1C=C2C=C(C(=NC2=CC1)Cl)Cl)=O 4-(2,3-dichloro-6-quinolinyl)-3-oxo-piperazine-1-carboxylic acid tert-butyl ester